BrC=1C=NC=C(C1CC1=CC=C(C=C1)C(C(F)(F)F)(F)F)N1N=CC=C1 3-bromo-4-[[4-(1,1,2,2,2-pentafluoroethyl)phenyl]methyl]-5-(1H-pyrazol-1-yl)pyridine